trans-(S)-2-[[1-(2-fluoroethyl)-4-[[4-(trifluoromethyl)-phenyl]methyl]-pyrrolo[2,3-b]pyridine-3-carbonyl]amino]-spiro[3.3]heptane-6-carboxylic acid 1-phenylethyl ester C1(=CC=CC=C1)[C@H](C)OC(=O)C1CC2(CC(C2)NC(=O)C2=CN(C3=NC=CC(=C32)CC3=CC=C(C=C3)C(F)(F)F)CCF)C1